2-{3-[(3s,5r)-3-tert-butyl-5-methylpiperazin-1-yl]-1,2,4-triazin-6-yl}-5-(6-methoxypyrimidin-4-yl)phenolate C(C)(C)(C)[C@H]1CN(C[C@H](N1)C)C=1N=NC(=CN1)C1=C(C=C(C=C1)C1=NC=NC(=C1)OC)[O-]